OC=1C(=NC=CC1)C(=O)NC1=NC=CC(=C1)CNC(=O)C1CCN(CC1)C(=O)OCCCC butyl 4-(((2-(3-hydroxypicolinamido)pyridin-4-yl)methyl)carbamoyl)piperidine-1-carboxylate